(1R,3S)-3-(3-((2-(hydroxymethyl)pyrimidin-4-yl)amino)-1H-pyrazol-5-yl)cyclopentyl (1-methylcyclopropyl)carbamate CC1(CC1)NC(O[C@H]1C[C@H](CC1)C1=CC(=NN1)NC1=NC(=NC=C1)CO)=O